1-(Benzofuran-4-yl)-N-(5-chloro-6-(2H-1,2,3-triazol-2-yl)pyridin-3-yl)-5-(trifluoromethyl)-1H-pyrazol-4-carboxamid O1C=CC2=C1C=CC=C2N2N=CC(=C2C(F)(F)F)C(=O)NC=2C=NC(=C(C2)Cl)N2N=CC=N2